tert-butyl ((S)-1-(((5S,8S,10aR)-8-(((R)-chroman-4-yl)carbamoyl)-3-(methylcarbamoyl)-6-oxodecahydropyrrolo[1,2-a][1,5]diazocin-5-yl)amino)-1-oxopropan-2-yl)(methyl)carbamate O1CC[C@H](C2=CC=CC=C12)NC(=O)[C@@H]1CC[C@H]2N1C([C@H](CN(CC2)C(NC)=O)NC([C@H](C)N(C(OC(C)(C)C)=O)C)=O)=O